C1=C(C=CC2=CC=CC=C12)C1=CC2=CC=CC=C2C=C1 2,2'-binaphthyl